BrC=1C=C2C(=NC1)N(C(N2C)=O)C(C2=CC=CC=C2)(C2=CC=CC=C2)C2=CC=CC=C2 6-bromo-1-methyl-3-trityl-1,3-dihydro-2H-imidazo[4,5-b]pyridin-2-one